C1CCN2C[C@@H]3C[C@@H](CN4CCCC[C@@H]34)[C@H]2C1 sparteine